(2R,3R,5S)-3,5-diethyl-2-propyl-tetrahydropyran C(C)[C@H]1[C@H](OC[C@H](C1)CC)CCC